3-[4-[9-[[4-[(3R,5R)-5-[(5-chloro-1-methyl-6-oxo-pyridazin-4-yl)amino]-1-methyl-3-piperidyl]phenyl]methyl]-3,9-diazaspiro[5.5]undecan-3-yl]phenyl]piperidine-2,6-dione ClC1=C(C=NN(C1=O)C)N[C@@H]1C[C@@H](CN(C1)C)C1=CC=C(C=C1)CN1CCC2(CCN(CC2)C2=CC=C(C=C2)C2C(NC(CC2)=O)=O)CC1